C(C1=CC=CC=C1)OC(=O)N1CCN(CC1)CC1CNC1 4-(azetidin-3-ylmethyl)piperazine-1-carboxylic acid benzyl ester